[2-(aminomethyl)pentyl]benzene NCC(CC1=CC=CC=C1)CCC